tert-butyl 1-cyclopropyl-4-((l-1,11-dimethyl-3,9-dioxo-1-phenyl-2,10-dioxa-4,7,8-triazadodecan-7-yl)carbonyl)-6-oxo-1,6-dihydropyridine-3-carboxylate C1(CC1)N1C=C(C(=CC1=O)C(=O)N(CCNC(OC(C1=CC=CC=C1)C)=O)NC(OC(C)C)=O)C(=O)OC(C)(C)C